Dibutyl 9,9'-((3-((2-(4-(2-((5-(bis(2-hydroxy-9-(isopentyloxy)-9-oxononyl)amino)-pentanoyl)oxy)ethyl)piperazin-1-yl)ethyl)disulfaneyl)propyl)azanediyl)bis(8-hydroxynonanoate) OC(CN(CCCCC(=O)OCCN1CCN(CC1)CCSSCCCN(CC(CCCCCCC(=O)OCCCC)O)CC(CCCCCCC(=O)OCCCC)O)CC(CCCCCCC(OCCC(C)C)=O)O)CCCCCCC(=O)OCCC(C)C